N(C(=N)N)CC1=C(CN(C(C(C)(C)C)=O)CC(NC=2C=C3CC4(C(NC5=NC=CC=C54)=O)CC3=CC2)=O)C=CC=C1 N-(2-(Guanidinomethyl)benzyl)-N-(2-oxo-2-((2'-oxo-1,1',2',3-tetrahydrospiro[indene-2,3'-pyrrolo[2,3-b]pyridin]-5-yl)amino)ethyl)pivalamide